2-[[6-[[5-chloro-2-[3-[2-(1,3-dioxoisoindolin-2-yl)-1,1-dimethyl-ethyl]-4,4-difluoro-5-methyl-1-piperidyl]pyrimidin-4-yl]amino]-1-methyl-2-oxo-3-quinolyl]oxy]-N-methyl-acetamide ClC=1C(=NC(=NC1)N1CC(C(C(C1)C)(F)F)C(CN1C(C2=CC=CC=C2C1=O)=O)(C)C)NC=1C=C2C=C(C(N(C2=CC1)C)=O)OCC(=O)NC